(2-dimethylaminoethoxy)-3-propylamine CN(CCONCCC)C